FC12CC(C1)(C2)C2=NOC=C2C(=O)O 3-(3-fluorobicyclo[1.1.1]pentan-1-yl)isoxazole-4-carboxylic acid